7-chloro-4-(3,3-dimethylpiperidin-4-yl)-1-methyl-1,4-dihydropyrido[2,3-b]pyrazine-2,3-dione dihydrochloride Cl.Cl.ClC1=CC2=C(N(C(C(N2C)=O)=O)C2C(CNCC2)(C)C)N=C1